FC1=C(C#N)C(=CC=C1)OC1=C(C=CC=C1)F fluoro-6-(2-fluorophenoxy)benzonitrile